1-(4-(1H-1,2,3-triazol-1-yl)phenyl)ethan-1-amine N1(N=NC=C1)C1=CC=C(C=C1)C(C)N